1-(2-acetylhydrazine-1-carbonyl)-3-methyl-N-(4-methyl-3-(1-methyl-1H-pyrazol-3-yl)phenyl)-6-azabicyclo[3.1.1]heptane-6-carboxamide C(C)(=O)NNC(=O)C12CC(CC(N1C(=O)NC1=CC(=C(C=C1)C)C1=NN(C=C1)C)C2)C